[Cl-].[In+3].[Cl-].[Cl-] Indium (III) chloride